O=C1C2(CCN(C2)C=2SC(=CN2)C(=O)OC)CCC(N1)=O methyl 2-(6,8-dioxo-2,7-diazaspiro[4.5]decan-2-yl)thiazole-5-carboxylate